C(#C)C1=C(C(N(C=2N=C(N=CC21)NC2=CC=C(C=C2)N2CCN(CC2)C)CC=2C=NOC2)=O)C 5-Ethynyl-6-methyl-2-{[4-(4-methylpiperazin-1-yl)phenyl]amino}-8-(1,2-oxazol-4-ylmethyl)pyrido[2,3-d]pyrimidin-7-one